tert-butyl 7-(4-quinoxalin-2-ylpyrazol-1-yl)-4-azaspiro[2.5]octane-4-carboxylate N1=C(C=NC2=CC=CC=C12)C=1C=NN(C1)C1CCN(C2(CC2)C1)C(=O)OC(C)(C)C